3-(1-ethyl-3-methyl-1H-pyrazol-5-yl)-1-methyl-1H-1,2,4-triazole C(C)N1N=C(C=C1C1=NN(C=N1)C)C